methyl 6-(3-methoxy-3-methylazetidin-1-yl)pyrazine-2-carboxylate COC1(CN(C1)C1=CN=CC(=N1)C(=O)OC)C